COC=1C=C2C(=CC=NC2=CC1OC)OC=1C=CC(=NC1)NC(=O)C=1C(N(C=2CCCC(C2C1)=O)C1=CC=CC=C1)=O N-(5-((6,7-dimethoxyquinolin-4-yl)oxy)pyridin-2-yl)-2,5-dioxo-1-phenyl-1,2,5,6,7,8-hexahydroquinoline-3-carboxamide